N-(4-(2,4-dichlorophenyl)thiazol-2-yl)-4-methoxybenzamide ClC1=C(C=CC(=C1)Cl)C=1N=C(SC1)NC(C1=CC=C(C=C1)OC)=O